(S)-(4-((2,6-dimethyl-7-phenyl-1H-imidazo[4,5-c]pyridin-1-yl)methyl)-3,5-difluorophenyl)(imino)(methyl)-λ6-sulfanone CC=1N(C2=C(C=NC(=C2C2=CC=CC=C2)C)N1)CC1=C(C=C(C=C1F)[S@@](=O)(C)=N)F